7-[(dimethylamino)methyl]-3-[2-methoxy-6-methyl-4-(trifluoromethyl)phenyl]cinnoline CN(C)CC1=CC=C2C=C(N=NC2=C1)C1=C(C=C(C=C1C)C(F)(F)F)OC